C12C(CC(CC1)C2)N2CCC(CC2)NC2=NC(=NC1=CC(=C(C=C21)OC)OC)NCCNC(CCl)=O N-(2-((4-((1-(bicyclo[2.2.1]heptan-2-yl)piperidin-4-yl)amino)-6,7-dimethoxyquinazolin-2-yl)amino)ethyl)-2-chloroacetamide